6-Bromo-5-methyl-2-oxo-1,2-dihydroquinazolin BrC=1C(=C2C=NC(NC2=CC1)=O)C